2-methylPyrrolidine-1-sulfonamide CC1N(CCC1)S(=O)(=O)N